(3aR,6R,6aR)-6-[[tert-butyl(dimethyl)silyl]oxymethyl]-2,2-dimethyl-3a,4,6,6a-tetrahydrofuro[3,4-d][1,3]dioxol-4-ol [Si](C)(C)(C(C)(C)C)OC[C@H]1OC([C@H]2[C@@H]1OC(O2)(C)C)O